Methyl ((3-(4-((2-(tert-butyl)-1H-imidazol-1-yl)methyl)phenyl)-5-isobutylthiophenyl)sulfonyl)carbamate C(C)(C)(C)C=1N(C=CN1)CC1=CC=C(C=C1)C=1C=C(C=C(C1)SCC(C)C)S(=O)(=O)NC(OC)=O